C1(CCC12CNCC2)OC2=NC=CC(=C2)C2CCC1=C(N2)N2C(=N1)CC[C@@H]2C2=CC=CC=C2 (8R)-2-(2-(6-azaspiro[3.4]octan-1-yloxy)pyridin-4-yl)-8-phenyl-7,8-dihydro-6H-pyrrolo[2',1':2,3]imidazo[4,5-b]piperidine